1-(3,3-difluorocyclobutyl)prop-2-en-1-amine hydrochloride Cl.FC1(CC(C1)C(C=C)N)F